phosgene-HCl Cl.C(=O)(Cl)Cl